Nickel potassium ferrocyanide [Fe-4](C#N)(C#N)(C#N)(C#N)(C#N)C#N.[K+].[Ni+2]